BrC=1C=C(C=CC1)[C@H](C(=O)N1CC2=C(CCC1)N=C(NC2=O)C2(CC2)C2=CC(=CC=C2)Cl)O (R)-6-(2-(3-bromophenyl)-2-hydroxyacetyl)-2-(1-(3-chlorophenyl)cyclopropyl)-3,5,6,7,8,9-hexahydro-4H-pyrimido[5,4-c]azepin-4-one